CCCCCCCCCCCCCC(=O)O[C@H](CCCCCCCCCCC)CC(=O)O[C@@H]1[C@H]([C@@H](O[C@@H]([C@H]1OP(=O)(O)O)CO[C@@]2(C[C@H]([C@H]([C@H](O2)[C@@H](CO)O)O[C@@H]3[C@H]([C@H]([C@@H]([C@H](O3)[C@H](CO)O)OP(=O)(O)O)O[C@@H]4[C@H]([C@H]([C@@H]([C@H](O4)[C@H](CO[C@@H]5[C@H]([C@H]([C@@H]([C@H](O5)[C@H](CO)O)O)O)O)O)OP(=O)(O)O)O[C@@H]6[C@@H]([C@H]([C@@H]([C@H](O6)CO)O)O)O)O)O)O[C@@]7(C[C@H]([C@H]([C@H](O7)[C@@H](CO)O)O)O)C(=O)O)C(=O)O)OC[C@@H]8[C@H]([C@@H]([C@H]([C@H](O8)OP(=O)(O)O)NC(=O)C[C@@H](CCCCCCCCCCC)O)OC(=O)C[C@@H](CCCCCCCCCCC)O)O)NC(=O)C[C@@H](CCCCCCCCCCC)OC(=O)CCCCCCCCCCC The molecule is a lipid A where the free primary hydroxy group of lipid A has a branched hexasaccharide attached. It is a member of lipid As, a dodecanoate ester and a tetradecanoate ester. It is a conjugate acid of a glucosyl-heptosyl-(phosphonatoheptosyl)2-(KDO)2-lipid A(10-).